(1R,3aS,10aR)-1-{(1E,3ξ)-3-[1-(2-fluorophenyl)cyclobutyl]-3-hydroxy-1-propen-1-yl}-2,3,3a,9,10,10a-hexahydro-1H-benzo[b]cyclopenta[f]oxepin-6-carboxylic acid FC1=C(C=CC=C1)C1(CCC1)C(/C=C/[C@H]1CC[C@H]2[C@@H]1CCC1=C(O2)C=C(C=C1)C(=O)O)O